tert-butyl 4-((3aR,4R,6R,6aS)-6-(5-(1-benzyl-1H-pyrazol-3-yl)-2-chloro-7H-pyrrolo[2,3-d]pyrimidin-7-yl)-2,2-dimethyltetrahydro-4H-cyclopenta[d][1,3]dioxol-4-yl)piperidine-1-carboxylate C(C1=CC=CC=C1)N1N=C(C=C1)C1=CN(C=2N=C(N=CC21)Cl)[C@@H]2C[C@@H]([C@@H]1[C@H]2OC(O1)(C)C)C1CCN(CC1)C(=O)OC(C)(C)C